COC1=NC=CC(=C1)C(C1=CC=C(C#N)C=C1)OC1=CC=C2C(CCOC2=C1)=O 4-((2-methoxypyridin-4-yl)((4-oxochroman-7-yl)oxy)methyl)benzonitrile